1,4-dimethyl (2R)-2-{[(1,2,3,5,6,7-hexahydro-s-indacen-4-yl)carbamoyl]amino}butanedioate C1CCC2=C(C=3CCCC3C=C12)NC(=O)N[C@@H](C(=O)OC)CC(=O)OC